CC1=CC=C(C=C1)N1N=CC2=C1N=C1N(CCC3=C1NC1=CC=CC=C31)C2=O 1-(4-methylphenyl)-6,7-dihydro-1H-pyrazolo[3'',4'':4',5']pyrimido[1',2':1,2]pyrido[3,4-b]indol-4(12H)-one